4-(4-(dibutylamino)styryl)pyridine tert-butyl-2-[methoxy(methyl)amino]-2-oxo-acetate C(C)(C)(C)OC(C(=O)N(C)OC)=O.C(CCC)N(C1=CC=C(C=CC2=CC=NC=C2)C=C1)CCCC